azodi-(1-methyl-3-methylpropane) 2,2'-azobis-(ethyl-2-methylpropionate) N(=NC(C(=O)O)(CCC)C)C(C(=O)O)(CCC)C.N(=NC(CCC)C)C(CCC)C